NNC1(CC(C(CC1)C)NN)CCC N,N'-diaminopropyl-4-methyl-cyclohexane-1,3-diamine